ruthenium (II) diphenyl-phosphine dichloride [Cl-].[Cl-].C1(=CC=CC=C1)PC1=CC=CC=C1.[Ru+2]